FC1CC2N(C(C1)C2)C(=O)OC(C)(C)C trans-tert-butyl 3-fluoro-6-azabicyclo[3.1.1]heptane-6-carboxylate